2-[(2-chloroacetyl)-(2,6-difluoro-4-pyridyl)amino]-N-(2,2-dimethylcyclobutyl)-5-methyl-thiazole-4-carboxamide ClCC(=O)N(C=1SC(=C(N1)C(=O)NC1C(CC1)(C)C)C)C1=CC(=NC(=C1)F)F